ClC1=CC(=NC(=N1)C1=C2C(=NC=C1)N(C=C2)S(=O)(=O)CC2=CC=CC=C2)N2[C@@H](COCC2)C (R)-4-(6-chloro-2-(1-toluenesulfonyl-1H-pyrrolo[2,3-B]pyridin-4-yl)pyrimidin-4-yl)-3-methylmorpholine